8-(3-fluoro-4-methylbenzyl)-6-(3-(trifluoromethyl)-1H-1,2,4-triazol-5-yl)imidazo[1,2-a]pyrazine FC=1C=C(CC=2C=3N(C=C(N2)C2=NC(=NN2)C(F)(F)F)C=CN3)C=CC1C